C(#C)C=1C(=CC(=NC1)C1=CC=C2N1N=CC(=C2)C#N)NC2COC2 7-(5-ethynyl-4-(oxetan-3-ylamino)pyridin-2-yl)pyrrolo[1,2-b]Pyridazine-3-carbonitrile